BrC1=CC=C(C=C1)C1C(CC12OCCO2)C(=O)NC2=CC=C(C=C2)F (4-bromophenyl)-N-(4-fluorophenyl)-5,8-dioxaspiro[3.4]Octane-2-carboxamide